2-amino-3-oxo-3H-phenoxazine-1-carboxylic acid tert-butyl ester C(C)(C)(C)OC(=O)C1=C(C(C=C2OC3=CC=CC=C3N=C12)=O)N